5-chloro-3-methyl-2-(3-methyl-4-piperidinyl)pyridine ClC=1C=C(C(=NC1)C1C(CNCC1)C)C